CC1=C(C=CC=C1)N1C=2N(C3=C(C1=O)C=NC(=N3)NC3=CC=C(C=C3)N3CCN(CC3)C)C=CN2 6-(2-methylphenyl)-2-{[4-(4-methylpiperazin-1-yl)phenyl]amino}imidazo[1,2-a]pyrimido[5,4-e]pyrimidin-5(6H)-one